C1(CC1)N1C=C(C(C2=CC(=C(C(=C12)F)C=1C=C2CCN(C2=CC1)CC=1C(=NC(=NC1)N)N)F)=O)C(=O)[O-].[K+] Potassium 1-cyclopropyl-7-(1-((2,4-diaminopyrimidin-5-yl)methyl)indolin-5-yl)-6,8-difluoro-4-oxo-1,4-dihydroquinoline-3-carboxylate